C(C)OC(/C=C/C1=C(OCCCC(=O)OC(C)(C)C)C=C(C(=C1)F)[N+](=O)[O-])=O tert-butyl (E)-4-(2-(3-ethoxy-3-oxoprop-1-en-1-yl)-4-fluoro-5-nitrophenoxy)butanoate